(S)-2,4-dimethylbenzoic acid 4-(3-amino-1-(isoquinoline-6-ylamino)-1-oxoprop-2-yl)benzyl ester NC[C@@H](C(=O)NC=1C=C2C=CN=CC2=CC1)C1=CC=C(COC(C2=C(C=C(C=C2)C)C)=O)C=C1